C1(CC1)C=1N(C=C(N1)I)C12CC(C1)(C2)N2CCNCC2 1-(3-(2-cyclopropyl-4-iodo-1H-imidazol-1-yl)bicyclo[1.1.1]pentan-1-yl)piperazine